BrC1=CC(N(C(=C1)C)CC1=NC2=C(N1CCOC)C=C(C=C2)C(=O)OC)=O Methyl 2-((4-bromo-6-methyl-2-oxopyridin-1(2H)-yl)methyl)-1-(2-methoxyethyl)-1H-benzo[d]imidazole-6-carboxylate